5-chloro-1-(ethoxymethoxy)-2-iodo-3-methyl-benzene ClC=1C=C(C(=C(C1)OCOCC)I)C